2,6-dicumylphenol C(C)(C)(C1=CC=CC=C1)C1=C(C(=CC=C1)C(C)(C)C1=CC=CC=C1)O